N-[4-fluoro-2-[rac-(3R,5S)-3,4,5-trimethylpiperazin-1-yl]-5-(1,2,3,6-tetrahydropyridin-5-yl)phenyl]-6-oxo-4-(trifluoromethyl)-1H-pyridine-3-carboxamide FC1=CC(=C(C=C1C1=CCCNC1)NC(=O)C1=CNC(C=C1C(F)(F)F)=O)N1C[C@H](N([C@H](C1)C)C)C |r|